1-(tert-butoxycarbonyl)-4-phenylpiperidine-2-carboxylic acid C(C)(C)(C)OC(=O)N1C(CC(CC1)C1=CC=CC=C1)C(=O)O